N-methyl-N'-tetrahydrofuranformyl-propanediamine oxalate C(C(=O)O)(=O)O.CNC(CC)NC(=O)C1OCCC1